C(C)C1(NC(N(C(C1)=O)[C@H](C)C=1C=C(C(=O)N[C@H]2[C@@](CC3=CC=CC=C23)(C)O)C=CC1)=N)CC 3-[(1R)-1-(4,4-diethyl-2-imino-6-oxo-hexahydropyrimidin-1-yl)ethyl]-N-[(1R,2S)-2-hydroxy-2-methyl-indan-1-yl]benzamide